tert-butyl 4-(1-((S)-1-((2S,4R)-4-hydroxy-2-((4-(4-methylthiazol-5-yl)benzyl)carbamoyl)pyrrolidin-1-yl)-3-methyl-1-oxobutan-2-yl)-1H-1,2,3-triazol-4-yl)piperidine-1-carboxylate O[C@@H]1C[C@H](N(C1)C([C@H](C(C)C)N1N=NC(=C1)C1CCN(CC1)C(=O)OC(C)(C)C)=O)C(NCC1=CC=C(C=C1)C1=C(N=CS1)C)=O